(R)-N-((1s,3S)-3-((tert-butyldimethylsilyl)oxy)-3-methyl-1-(5-(4,4,5,5-tetramethyl-1,3,2-dioxaborolan-2-yl)pyrimidin-2-yl)cyclobutyl)-2-methylpropane-2-sulfinamide [Si](C)(C)(C(C)(C)C)OC1(CC(C1)(C1=NC=C(C=N1)B1OC(C(O1)(C)C)(C)C)N[S@](=O)C(C)(C)C)C